methylenebis(2,6-di(sec-isoamyl)cyclohexylamine) C(NC1C(CCCC1C(C)C(C)C)C(C)C(C)C)NC1C(CCCC1C(C)C(C)C)C(C)C(C)C